(R)-N-(1-(3-(difluoromethyl)-2-fluorophenyl)ethyl)-7-methoxy-2-methyl-6-morpholinopyrido[2,3-d]pyrimidine-4-amine FC(C=1C(=C(C=CC1)[C@@H](C)NC=1C2=C(N=C(N1)C)N=C(C(=C2)N2CCOCC2)OC)F)F